Methyl 1-benzyl-6-carbamoyl-7-(naphthalen-1-ylmethyl)-5-oxo-8-(3-(trifluoromethyl)phenyl)-1,2,3,5-tetrahydroimidazo[1,2-a]pyridine-3-carboxylate C(C1=CC=CC=C1)N1CC(N2C1=C(C(=C(C2=O)C(N)=O)CC2=CC=CC1=CC=CC=C21)C2=CC(=CC=C2)C(F)(F)F)C(=O)OC